OC(C)C1=NN(C=C1C=O)C1=NC=CC=N1 (3-(1-hydroxyethyl)-1-(pyrimidin-2-yl)-1H-pyrazol-4-yl)methanone